C(C)N1N=C(C=C1C=1N(C(=NN1)C1=C2C=NN(C2=CC(=C1)C(=O)OC)CC=C)CC1=CC=C(C=C1)OC)C methyl 4-{5-(1-ethyl-3-methyl-1H-pyrazol-5-yl)-4-[(4-methoxyphenyl)methyl]-4H-1,2,4-triazol-3-yl}-1-(prop-2-en-1-yl)-1H-indazole-6-carboxylate